1-{2-methanesulfonyl-5-[2-(triisopropylsilyl)ethynyl]pyrido[2,3-d]pyrimidin-7-yl}-4-methylpyrazole CS(=O)(=O)C=1N=CC2=C(N1)N=C(C=C2C#C[Si](C(C)C)(C(C)C)C(C)C)N2N=CC(=C2)C